ClC1=C(C=O)C=C(C(=C1)F)C1=NC=C(C=C1Cl)Cl 2-chloro-5-(3,5-dichloro-2-pyridinyl)-4-fluoro-benzaldehyde